3-Chloro-6-(2-chloro-6-cyano-4-(trifluoromethyl)phenyl)picolinic acid ClC=1C(=NC(=CC1)C1=C(C=C(C=C1C#N)C(F)(F)F)Cl)C(=O)O